FC(C1=NN=C(S1)N1N=CC2=C(C=C(C=C12)S(=O)(=O)NC1(CC1)C#N)N1CCN(CC1)C(=O)C1=NC=CC=C1)F 1-[({1-[5-(difluoromethyl)(1,3,4-thiadiazol-2-yl)]-4-[4-(2-pyridyl-carbonyl)piperazinyl]-1H-indazol-6-yl}sulfonyl)amino]cyclopropanecarbonitrile